ClC=1C(=NC=CC1)C(C)(C)NC1=NC=C(C=N1)C1=CC(=NN1C)C(=O)N 5-(2-{[1-(3-chloro(2-pyridyl))-isopropyl]amino}pyrimidin-5-yl)-1-methylpyrazole-3-carboxamide